(S)-3-(4-(4-((14-azido-3,6,9,12-tetraoxatetradecyl)oxy)naphthalen-1-yl)phenyl)-3-(2-(5-((4-methylpyridin-2-yl)amino)pentanamido)acetamido)propanoic acid N(=[N+]=[N-])CCOCCOCCOCCOCCOC1=CC=C(C2=CC=CC=C12)C1=CC=C(C=C1)[C@H](CC(=O)O)NC(CNC(CCCCNC1=NC=CC(=C1)C)=O)=O